FC1=CC=C(C=C1)C1=C(CCC(C1)(C)C)C(=O)N1[C@H]2CN([C@@H](C1)C2)CC=2C=C1CN(C(C1=CC2)=O)C2CNCCC2 3-(5-(((1R,4R)-5-(4'-fluoro-5,5-dimethyl-3,4,5,6-tetrahydro-[1,1'-biphenyl]-2-carbonyl)-2,5-diazabicyclo[2.2.1]heptan-2-yl)methyl)-1-oxoisoindolin-2-yl)piperidine